Cl.BrC1=CC2=CN(N=C2C=C1)C1CNCC1 5-Bromo-2-(pyrrolidin-3-yl)-2H-indazole hydrochloride